OCC1=NN(C=C1C(=O)O)C1=NC=CC=N1 3-(hydroxymethyl)-1-(pyrimidin-2-yl)-1H-pyrazole-4-carboxylic acid